C(CCCCC)O normal hexyl alcohol